BrC1=CC(=CC2=C1C=1C=CC3=C(C=CC=4C5=C(C=C(C6=CC=C2C(C1C34)=C65)Br)C6=CC=CC=C6)C6=CC=CC=C6)C6=CC=CC=C6 1,7-dibromo-3,9,12-triphenylnaphtho[1,2,3,4-ghi]perylene